2,4-dibromothiazole BrC=1SC=C(N1)Br